3-(4-((6-(2,6-dimethylmorpholino)-2-methylpyridin-3-yl)amino)cyclohexyl)propanamide CC1OC(CN(C1)C1=CC=C(C(=N1)C)NC1CCC(CC1)CCC(=O)N)C